C1(CC1)C=1N=CN(C1)C=1C(=C(C(=O)NC2=NC(=CC=C2)C2=NN=CN2C(C)C)C=CC1C)F (4-cyclopropyl-1H-imidazol-1-yl)-2-fluoro-N-[6-(4-isopropyl-4H-1,2,4-triazol-3-yl)pyridin-2-yl]-4-methylbenzamide